C1(=CC=CC=C1)S(=O)(=O)OC1=C(C=CC(=C1)CC)NC(=O)NC1=C(C=C(C=C1)CC)OS(=O)(=O)C1=CC=CC=C1 N,N'-di-[2-(benzenesulfonyloxy)-4-ethyl-phenyl]urea